((3-(phenyl)prop-2-yn-1-yl)oxy)(tert-butyl)dimethylsilane C1(=CC=CC=C1)C#CCO[Si](C)(C)C(C)(C)C